CC(C)S(=O)N 2-propanesulfinamide